{1-{1-[2-fluoro-3-(trifluoromethoxy)benzoyl]piperidin-4-yl}-3-[3-(7H-pyrrolo[2,3-d]pyrimidin-4-yl)-1H-pyrrol-1-yl]azetidin-3-yl}acetonitrile FC1=C(C(=O)N2CCC(CC2)N2CC(C2)(N2C=C(C=C2)C=2C3=C(N=CN2)NC=C3)CC#N)C=CC=C1OC(F)(F)F